(1aR,5aR)-2-(5-Ethyl-pyridin-2-yl)-1a,2,5,5a-tetrahydro-1H-2,3-diaza-cyclopropa[a]pentalene-4-carboxylic acid (2-hydroxy-1,1-dimethyl-ethyl)-amide OCC(C)(C)NC(=O)C=1C=2C[C@@H]3[C@H](C2N(N1)C1=NC=C(C=C1)CC)C3